1-(4-bromo-5-fluoro-1H-pyrrolo[2,3-b]pyridin-3-yl)-3-(6-(4,4-difluorocyclohexyl)pyridin-3-yl)urea BrC1=C2C(=NC=C1F)NC=C2NC(=O)NC=2C=NC(=CC2)C2CCC(CC2)(F)F